(R)-2-(1-(3-chlorophenyl)-1H-pyrazol-4-yl)-N-(3-((1S,2R)-2-fluorocyclopropyl)-1H-pyrazol-5-yl)propanamide ClC=1C=C(C=CC1)N1N=CC(=C1)[C@H](C(=O)NC1=CC(=NN1)[C@H]1[C@@H](C1)F)C